CN1C(=NN=C1)S[C@@H](C)C=1C=C(C=CC1)N1N=NC(=C1)C1=CC=C(C(=O)O)C=C1 (S)-4-(1-(3-(1-(4-methyl-4H-1,2,4-triazol-3-ylthio)ethyl)phenyl)-1H-1,2,3-triazol-4-yl)benzoic acid